3,4-dichloro-2-(2-(2-hydroxyethyl)imidazo[1,2-b]pyridazin-6-yl)phenol ClC=1C(=C(C=CC1Cl)O)C=1C=CC=2N(N1)C=C(N2)CCO